N-[1-[1-(2,2-dimethylpropyl)-5-fluoro-6-(4,4,5,5-tetramethyl-1,3,2-dioxaborolan-2-yl)indol-3-yl]ethyl]cyclopropanesulfonamide CC(CN1C=C(C2=CC(=C(C=C12)B1OC(C(O1)(C)C)(C)C)F)C(C)NS(=O)(=O)C1CC1)(C)C